(3-(4-((1-(2-(4-(2-(2,6-dioxopiperidin-3-yl)-1,3-dioxoisoindolin-5-yl)piperidin-1-yl)ethyl)piperidin-4-yl)methoxy)benzoyl)-2-(4-fluorophenyl)benzo[b]thiophen-6-yl)boronic acid O=C1NC(CCC1N1C(C2=CC=C(C=C2C1=O)C1CCN(CC1)CCN1CCC(CC1)COC1=CC=C(C(=O)C=2C3=C(SC2C2=CC=C(C=C2)F)C=C(C=C3)B(O)O)C=C1)=O)=O